N1=CC=C(C=C1)C1(CCC1)NC(=O)C=1C=2C[C@H]3[C@@H](C2N(N1)C1=NC=CC(=C1)C(F)(F)F)C3 (1aS,5aS)-2-(4-Trifluoromethyl-pyridin-2-yl)-1a,2,5,5a-tetrahydro-1H-2,3-diaza-cyclopropa[a]pentalene-4-carboxylic acid (1-pyridin-4-yl-cyclobutyl)-amide